C1(CC1)CN1C(=CC2=CC=CC(=C12)OC[C@@H](C)N1C=NC(=C1)F)CO (R)-(1-(cyclopropylmethyl)-7-(2-(4-fluoro-1H-imidazol-1-yl)propoxy)-1H-indol-2-yl)methanol